2-bromo-4-(cyclopropylmethoxy)-6-methanesulfonyl-pyridine cobalt [Co].BrC1=NC(=CC(=C1)OCC1CC1)S(=O)(=O)C